(7R,14R)-1-(difluoromethoxy)-12-fluoro-6-(methyl-d3)-11-(4,4,5,5-tetramethyl-1,3,2-dioxaborolan-2-yl)-6,7-dihydro-7,14-methanobenzo[f]benzo[4,5]imidazo[1,2-a][1,4]diazocin-5(14H)-one FC(OC1=CC=CC=2C(N([C@H]3C=4N([C@@H](C21)C3)C3=C(N4)C=CC(=C3F)B3OC(C(O3)(C)C)(C)C)C([2H])([2H])[2H])=O)F